tert-butyl 4-(6,7-dimethyl-2-(2-(1-methyl-1H-pyrazol-4-yl) morpholino)-8-oxo-7,8-dihydropyrimido[5,4-d]pyrimidin-4-yl)-3,6-dihydropyridine-1(2H)-carboxylate CC=1N(C(C=2N=C(N=C(C2N1)C=1CCN(CC1)C(=O)OC(C)(C)C)N1CC(OCC1)C=1C=NN(C1)C)=O)C